CC1=C(C(=NN1)C=1C2=CN(N=C2C=CC1)C[C@H](O)C1=CC=CC=C1)C1(CC1)C (1R)-2-{4-[5-methyl-4-(1-methylcyclopropyl)-1H-pyrazol-3-yl]-2H-indazol-2-yl}-1-phenylethan-1-ol